1-(2-methyl-5-(5-(4-methylpiperazin-1-yl)-1H-benzo[d]imidazol-2-yl)-4-phenyl-1H-pyrrol-3-yl)ethan-1-one CC=1NC(=C(C1C(C)=O)C1=CC=CC=C1)C1=NC2=C(N1)C=CC(=C2)N2CCN(CC2)C